CC1=CC=2C(=NC=CC2C2=CC(NC(=C2)C=2C=NC=CC2)=O)N1 4-(2-methyl-1H-pyrrolo[2,3-b]pyridin-4-yl)-6-(3-pyridinyl)-1H-pyridin-2-one